N1=CC(=CC=C1)CCCC=O 4-(3-pyridyl)-1-butanal